4-(sec-Butyl)-N2-(2-(1-(cyclopropylsulfonyl)-1H-pyrazol-4-yl)pyrimidin-4-yl)-5-((1-methyl-1H-pyrazol-4-yl)ethynyl)pyridine-2,4-diamine C(C)(CC)C1(CC(=NC=C1C#CC=1C=NN(C1)C)NC1=NC(=NC=C1)C=1C=NN(C1)S(=O)(=O)C1CC1)N